C(C)(C)(C)OC1[C@](N(C(N1OC(C)(C)C)=O)C1=NC2=C(C(=C1)C(F)(F)F)N=C(S2)N)(OC(C)(C)C)C(=O)N(C)C2=C(C(=C(C=C2)F)Cl)F {(4S)-tri(tert-butoxy)-3-[2-amino-7-(trifluoromethyl)(1,3-Thiazolo[4,5-e]pyridin-5-yl)]-2-oxoimidazolidin-4-yl}-N-(3-chloro-2,4-difluorophenyl)-N-Methylformamide